5-(2-Chloro-3-fluoro-phenyl)-3-isopropyl-pyrimidine-2,4-dione ClC1=C(C=CC=C1F)C=1C(N(C(NC1)=O)C(C)C)=O